2-di-methylaminoethanol CN(CCO)C